5-(2-amino-4-(trifluoromethyl)phenyl)-2-(4-methoxybenzyl)-1-methyl-1H-imidazole-4-carboxylate NC1=C(C=CC(=C1)C(F)(F)F)C1=C(N=C(N1C)CC1=CC=C(C=C1)OC)C(=O)[O-]